4-methyl-1-(8-(phenylthio)imidazo[1,2-c]pyrimidin-5-yl)piperidin-4-amine CC1(CCN(CC1)C1=NC=C(C=2N1C=CN2)SC2=CC=CC=C2)N